C(C1=CC=CC=C1)C1CCN(CC1)CCCN 3-(4-benzyl-piperidin-1-yl)propan-1-amine